(4S)-N-((R)-(4-chlorophenyl)((S)-2,2-dimethyl-1-(2,2,2-trifluoroethyl)piperidin-4-yl)methyl)-2-oxoimidazolidine-4-carboxamide ClC1=CC=C(C=C1)[C@H](NC(=O)[C@H]1NC(NC1)=O)[C@@H]1CC(N(CC1)CC(F)(F)F)(C)C